ClC=1C2=C(N=CN1)C=CN2CCO 2-(4-Chloropyrrolo[3,2-d]pyrimidin-5-yl)ethanol